ClC=1C(=CC2=C(N(C=N2)C2CC2)C1)C#C[Si](C)(C)C 6-chloro-1-cyclopropyl-5-[2-(trimethylsilyl)ethynyl]-1,3-benzodiazole